OC1CN(CCC1COC)C(=O)OC(C)(C)C tert-butyl 3-hydroxy-4-(methoxymethyl)piperidine-1-carboxylate